FC=1C=C(C=CC1)NC(=O)N1CCNCC1 N-(3-fluorophenyl)piperazine-1-carboxamide